COCOC1=C(C=C(C=C1)C(C)(CC(C)(C)C)C)C12CC3CC(CC(C1)C3)C2 1-(2-(methoxymethoxy)-5-(2,4,4-trimethylpentan-2-yl)phenyl)adamantane